P(=O)(OC(CC[C@H](NC(C)=O)C(=O)O)=O)([O-])[O-] acetyl-gamma-glutamyl phosphate